C(C)C1(CC=NC2=CC(=CC=C12)O)NC D-4-ethyl-4-(methylamino)quinolin-7-ol